COC(=O)N1C[C@@H](OCC1)CC1=C(N=C2N1C=CC(=C2)C)C2=C(C=C(C=C2F)C=2NC=C(N2)C(=O)OCC)F (S)-2-((2-(4-(4-(ethoxycarbonyl)-1H-imidazol-2-yl)-2,6-difluorophenyl)-7-methylimidazo[1,2-a]pyridin-3-yl)methyl)morpholine-4-carboxylic acid methyl ester